Cl.Cl.CN[C@@H]1CN(CC1)C=1N=NC(=CN1)C1=C(C=C(C=C1)C=1C=NNC1)O 2-{3-[(3S)-3-(methylamino)pyrrolidin-1-yl]-1,2,4-triazin-6-yl}-5-(1H-pyrazol-4-yl)phenol dihydrochloride